3-(4-(3-methoxy-4-nitrophenyl)piperazin-1-yl)azetidine-1-carboxylic acid tert-butyl ester C(C)(C)(C)OC(=O)N1CC(C1)N1CCN(CC1)C1=CC(=C(C=C1)[N+](=O)[O-])OC